4-((2R,5R)-4-(3-Amino-6-(5-fluoro-2-hydroxyphenyl)pyridazin-4-yl)-5-methylmorpholin-2-yl)benzoic acid NC=1N=NC(=CC1N1C[C@H](OC[C@H]1C)C1=CC=C(C(=O)O)C=C1)C1=C(C=CC(=C1)F)O